N-(2-(dimethylamino)ethyl)-4-(9,9-dioxo-3,8,10,11-tetrahydropyrazolo[4,3-f]thiopyrano[3,4-c]quinolin-7-yl)benzamide CN(CCNC(C1=CC=C(C=C1)C1=NC2=CC=C3C(=C2C2=C1CS(CC2)(=O)=O)C=NN3)=O)C